ClC1=C(C(=CC=C1)C)NC(=O)C1=CN=C(S1)NC1=NC(=NC(=C1)N1CCN(CC1)CCCN1CCN(CC1)C1=CC(=CC=C1)C1C(NC(CC1)=O)=O)C N-(2-CHLORO-6-METHYLPHENYL)-2-((6-(4-(3-(4-(3-(2,6-DIOXOPIPERIDIN-3-YL)PHENYL)PIPERAZIN-1-YL)PROPYL)PIPERAZIN-1-YL)-2-METHYLPYRIMIDIN-4-YL)AMINO)THIAZOLE-5-CARBOXAMIDE